FC1(CC1)CNC=1N=CC2=C(N1)NC=C2C=2C=CC=1N(C2)C=CN1 N-((1-fluorocyclopropyl)methyl)-5-(imidazo[1,2-a]pyridin-6-yl)-7H-pyrrolo[2,3-d]pyrimidin-2-amine